4-amino-2-((prop-2-yn-1-yloxy)methyl)benzoate NC1=CC(=C(C(=O)[O-])C=C1)COCC#C